C(C1=CC=CC=C1)N1N=CC(=C1)C=1C=CC(N(C1)C)=O 5-(1-benzyl-1H-pyrazol-4-yl)-1-methylpyridin-2(1H)-one